2-Ethyl-3,5,7,8-tetrahydro-4H-pyrano[4,3-d]pyrimidin-4-one C(C)C=1NC(C2=C(N1)CCOC2)=O